2-(2,6-dioxopiperidin-3-yl)-5-((4-(3-methylthiophen-2-yl)piperazin-1-yl)methyl)isoindoline-1,3-dione O=C1NC(CCC1N1C(C2=CC=C(C=C2C1=O)CN1CCN(CC1)C=1SC=CC1C)=O)=O